(R)-8-(1-aminoethyl)-2-(4-methoxyphenyl)-3,6-dimethylquinolin-4(3H)-one NC(C)C=1C=C(C=C2C([C@@H](C(=NC12)C1=CC=C(C=C1)OC)C)=O)C